ClC1=C(C=CC(=C1F)OC)C1=CN=C2N1C=CN=C2NC2=CC(=C(C=C2)C(=O)N2CCN(CC2)C(=O)[C@@H]2[C@@H](CNCC2)O)C [4-[[3-(2-chloro-3-fluoro-4-methoxyphenyl)imidazo[1,2-a]pyrazin-8-yl]amino]-2-methylphenyl]-[4-[(3S,4S)-3-hydroxypiperidine-4-carbonyl]piperazin-1-yl]methanone